ClC1=CC(=C(C=C1)[C@@H]1OC2=C(OC1)C=CC=C2C2CCNCC2)F 4-((S)-3-(4-chloro-2-fluorophenyl)-2,3-dihydrobenzo[b][1,4]dioxin-5-yl)piperidin